C(C=C)(=O)OC12CCCCC(CCCC1)CCC2 bicyclo[4.4.3]tridecanyl acrylate